xylaric acid O=C([C@H](O)[C@@H](O)[C@H](O)C(=O)O)O